ClC1=CC=C(N=N1)C(C(=O)N)C1=NC(=CC(=C1)OC1CC(C1)(F)F)C (6-chloropyridazin-3-yl)-2-(4-(3,3-difluorocyclobutoxy)-6-methylpyridin-2-yl)acetamide